COCC1OC(OC1)=O 4-(methoxymethyl)-1,3-dioxolane-2-one